C1(=CC=CC2=CC3=CC=CC=C3C=C12)S(=O)(=O)O.[NH4+] ammonium anthracenesulfonic acid